lead-tin-antimony-strontium [Sr].[Sb].[Sn].[Pb]